P(=O)(OC[C@]1(O[C@H]([C@@H]([C@@H]1O)O)C1=CC=C2C(=NC=NN21)N)C#N)(OC[C@@H](CCCCCCCCCCCCCCCC)OC2=NC=C(C=C2)C#N)O ((2R-3S,4R,5S)-5-(4-aminopyrrolo[2,1-f][1,2,4]triazin-7-yl)-2-cyano-3,4-dihydroxytetrahydrofuran-2-yl)methyl ((R)-2-((5-cyanopyridin-2-yl)oxy) octadecyl) hydrogen phosphate